(E)-1-(8-(chloromethyl)-4-hydroxy-2-methyl-7,8-dihydro-6H-oxazolo[4,5-E]indol-6-yl)-3-(4-methoxyphenyl)prop-2-en-1-one ClCC1CN(C2=CC(=C3C(=C12)N=C(O3)C)O)C(\C=C\C3=CC=C(C=C3)OC)=O